C[Si](C#CC1=C2C(=CN=CC2=CC=C1)C=O)(C)C 5-(2-trimethylsilylethynyl)isoquinoline-4-carbaldehyde